(Z)-2-(4-chloro-2-fluorophenyl)-3-(3-methylphenyl)acrylonitrile ClC1=CC(=C(C=C1)/C(/C#N)=C/C1=CC(=CC=C1)C)F